6-(4-(2-(4-CYCLOPROPYL-3-FLUOROPHENYL)ACETYL)PIPERAZIN-1-YL)PYRIDAZINE-3-CARBONITRILE C1(CC1)C1=C(C=C(C=C1)CC(=O)N1CCN(CC1)C1=CC=C(N=N1)C#N)F